O=C1C(=CC(=CN1)[C@@H](C)ONC(=O)C=1CCN(CC1)C1=NC2=CC=CC=C2C=N1)C(F)(F)F (R)-N-(1-(6-oxo-5-(trifluoromethyl)-1,6-dihydropyridin-3-yl)ethoxy)-1-(quinazolin-2-yl)-1,2,3,6-tetrahydropyridine-4-carboxamide